(S)-4-((1-(3-fluoropropyl)pyrrolidin-3-yl)oxy)benzoyl chloride, hydrochloride Cl.FCCCN1C[C@H](CC1)OC1=CC=C(C(=O)Cl)C=C1